2-((2-fluoro-5-methyl-4-(4,4,5,5-tetramethyl-1,3,2-dioxaborolan-2-yl) phenyl)amino)-1-(3-fluorophenyl)-2-oxoethyl acetate C(C)(=O)OC(C(=O)NC1=C(C=C(C(=C1)C)B1OC(C(O1)(C)C)(C)C)F)C1=CC(=CC=C1)F